(S)-2-((4-(6-((3-Acetylbenzyl)oxy)pyridin-2-yl)piperidin-1-yl)methyl)-1-(oxetane-2-ylmethyl)-1H-benzo[d]imidazole-6-carboxylic acid C(C)(=O)C=1C=C(COC2=CC=CC(=N2)C2CCN(CC2)CC2=NC3=C(N2C[C@H]2OCC2)C=C(C=C3)C(=O)O)C=CC1